COC=1C=C(C=C(C1)OC)C#CC1=NNC2=NC=NC(=C21)N2CC(C2)NC(C=C)=O 3-(3,5-dimethoxyphenylethynyl)-4-(3-acrylamidoazetidin-1-yl)-1H-pyrazolo[3,4-d]pyrimidine